O[C@@H](CO)C1=C(C(=O)N2[C@@H](CSCC2)COC2=C(C=O)C(=CC=C2)O)C=CC=C1 2-{[(3R)-4-{2-[(1R)-1,2-dihydroxyethyl]benzoyl}thiomorpholin-3-yl]methoxy}-6-hydroxybenzaldehyde